4-(3-chlorophenyl)-5,7-dihydro-6H-pyrrolo[3,4-b]pyridine-6-carbonitrile ClC=1C=C(C=CC1)C1=C2C(=NC=C1)CN(C2)C#N